4,4''-di-10H-phenoxazin-10-yl[1,1':2',1''-terphenyl]-at C1=CC=CC=2OC3=CC=CC=C3N(C12)C=1C=C(C(=CC1)C=1C(=CC=CC1)C1=CC=C(C=C1)N1C2=CC=CC=C2OC=2C=CC=CC12)C(=O)[O-]